4-(2-isopropyl-4-methylthiazol-5-yl)-N-(5-(4-methylpiperazin-1-yl)pyridin-2-yl)pyrimidin-2-amine C(C)(C)C=1SC(=C(N1)C)C1=NC(=NC=C1)NC1=NC=C(C=C1)N1CCN(CC1)C